9,9-bis[4-(2-hydroxyethoxy)phenyl]-2,7-bis(2-naphthyl)fluorene OCCOC1=CC=C(C=C1)C1(C2=CC(=CC=C2C=2C=CC(=CC12)C1=CC2=CC=CC=C2C=C1)C1=CC2=CC=CC=C2C=C1)C1=CC=C(C=C1)OCCO